2-((1H-pyrazol-3-yl)methyl)-7-((2-hydroxyethyl)amino)-6-(phenylsulfonyl)phthalazin-1(2H)-one N1N=C(C=C1)CN1C(C2=CC(=C(C=C2C=N1)S(=O)(=O)C1=CC=CC=C1)NCCO)=O